3-((1R,3R)-1-(5-bromo-pyridin-2-yl)-3-methyl-1,3,4,9-tetrahydro-2H-pyrido[3,4-b]indol-2-yl)-2,2-difluoropropan-1-ol BrC=1C=CC(=NC1)[C@@H]1N([C@@H](CC2=C1NC1=CC=CC=C21)C)CC(CO)(F)F